Bis(4-tert-butylphenyl)iodonium tert-butyl-(2R,3S,4S)-3-[(2-aminoacetyl)oxy]-4-[(tert-butoxycarbonyl)oxy]-2-[(4-methoxyphenyl)methyl]pyrrolidine-1-carboxylate C(C)(C)(C)OC(=O)N1[C@@H]([C@@H]([C@H](C1)OC(=O)OC(C)(C)C)OC(CN)=O)CC1=CC=C(C=C1)OC.C(C)(C)(C)C1=CC=C(C=C1)[I+]C1=CC=C(C=C1)C(C)(C)C